dinaphthylanthracene-d15 C1(=CC=CC2=CC=CC=C12)C=1C(=C(C(C2(C(C3(C(C(C(C(C3=CC12)([2H])[2H])([2H])[2H])([2H])[2H])([2H])[2H])[2H])([2H])[2H])[2H])([2H])[2H])[2H])C1=CC=CC2=CC=CC=C12